C1(=CC=CC=C1)NC1=CC=C(C=C1)C1=CC=C(C=C1)NC1=CC=CC=C1 N,N'-diPhenyl-(1,1'-biphenyl)-4,4'-diamine